1-(4-((7-cyano-2-((5',6'-dihydrospiro[cyclobutane-1,4'-pyrrolo[1,2-b]pyrazol]-2'-yl)amino)-1-methyl-1H-imidazo[4,5-b]pyridin-6-yl)oxy)pyridin-2-yl)-3-methylurea C(#N)C1=C2C(=NC=C1OC1=CC(=NC=C1)NC(=O)NC)N=C(N2C)NC=2C=C1N(N2)CCC12CCC2